NC=1C=CC(=C(C1)C1=C(C=2C(=C(SN2)N2CCN(CC2)C(C=C)=O)C=C1Cl)F)F 1-(4-(6-(5-amino-2-fluorophenyl)-5-chloro-7-fluoro-2,1-benzothiazol-3-yl)-1-piperazinyl)-2-propen-1-one